FC1=CC(=C(C(=O)O)C=C1)OC(F)(F)F 4-fluoro-2-(trifluoromethoxy)benzoic acid